5-chloro-2-(1-(4-(5-methoxypyridin-3-yl)-1H-imidazol-1-yl)ethyl)pyridine ClC=1C=CC(=NC1)C(C)N1C=NC(=C1)C=1C=NC=C(C1)OC